C1(=CC=C(C=2SC3=CC=CC=C3SC12)COC1=C(C2=CC=CC=C2C=C1)C1=C(C=CC2=CC=CC=C12)OCCO)COC1=C(C2=CC=CC=C2C=C1)C1=C(C=CC2=CC=CC=C12)OCCO 2,2'-[thianthrene-1,4-diylbis(methyleneoxy[1,1'-binaphthalene]-2',2-diyloxy)]di(ethan-1-ol)